ClC1=CC2=C(N=C(N(C2=O)C)C(F)F)C(=N1)C12CC(C1)(C2)C(F)(F)F 6-chloro-2-(difluoromethyl)-3-methyl-8-[3-(trifluoromethyl)-1-bicyclo[1.1.1]pentanyl]pyrido[3,4-d]pyrimidin-4-one